NC1=CC=C2C(=CC(=NC2=C1)[C@@H]1[C@H](C1)C1=NC=CC(=N1)C)CC(C)O |o1:11,12| (7-amino-2-((1S*,2S*)-2-(4-methylpyrimidin-2-yl)cyclopropyl)quinolin-4-yl)propan-2-ol